1-Methyl-1-phenylethyl-piperidin-1-carbothioat CC(C)(C1=CC=CC=C1)OC(=S)N1CCCCC1